CC1(CC(CC(N1)(C)C)NC2=NN=C(C=C2)Cl)C 6-chloro-N-(2,2,6,6-tetramethylpiperidin-4-yl)pyridazin-3-amine